4-(4-chloro-5-bromo-2-thienyl)-2-thiazolamine ClC=1C=C(SC1Br)C=1N=C(SC1)N